3-(2-(dimethylamino)ethyl)-4-methyl-6-oxopyridine CN(CCC1=CNC(C=C1C)=O)C